(1S,2R,4aS,6aR,6bS,8aR,12aS,14aR,14bS)-11-cyano-N,1,2,6a,6b,9,9,12a-octamethyl-10,14-dioxo-1,3,4,5,6,6a,6b,7,8,8a,9,10,12a,14,14a,14b-hexadecahydropicene-4a(2H)-carboxamide C(#N)C=1C(C([C@@H]2CC[C@]3([C@@]4(CC[C@]5(CC[C@H]([C@@H]([C@H]5[C@H]4C(C=C3[C@]2(C1)C)=O)C)C)C(=O)NC)C)C)(C)C)=O